FCC(CC(=O)NC1=NC2=C(N1C1(CCC1)C)C=C(C=C2F)C(C)(C)O)(C)CF 4-fluoro-N-(4-fluoro-6-(2-hydroxypropan-2-yl)-1-(1-methylcyclobutyl)-1H-benzo[d]imidazol-2-yl)-3-(fluoromethyl)-3-methylbutanamide